Phenylboron difluoride C1(=CC=CC=C1)B(F)F